N1C(=NC2=C1C=CC=C2)C2(NC(=CC(=N2)NCC2=CC=NC=C2)C)N 2-(1H-benzo[d]imidazol-2-yl)-6-methyl-N4-(pyridin-4-ylmethyl)pyrimidine-2,4-diamine